C(CCCCCC)(N)N heptane-1,1-diamine